1-(2-((2-((3-chloro-2-fluorobenzyl)amino)-2-oxoethyl)(cyclopropyl)amino)-2-oxoethyl)-5-hydroxy-1H-indazole-3-carboxamide ClC=1C(=C(CNC(CN(C(CN2N=C(C3=CC(=CC=C23)O)C(=O)N)=O)C2CC2)=O)C=CC1)F